tert-butyl 3-{2-chloro-N-[(3,4-difluorophenyl) methyl] acetamido}-3-cyanoazetidine-1-carboxylate ClCC(=O)N(CC1=CC(=C(C=C1)F)F)C1(CN(C1)C(=O)OC(C)(C)C)C#N